(S)-2-(3,5-difluorophenyl)-2-hydroxy-N-(3-methyl-4-(6-(methylamino)pyridin-3-yl)phenyl)acetamide FC=1C=C(C=C(C1)F)[C@@H](C(=O)NC1=CC(=C(C=C1)C=1C=NC(=CC1)NC)C)O